ClC1=C(C=CC=C1)NS(=O)(=O)C1=CC=C(C)C=C1 N-(2-chlorophenyl)-p-toluenesulfonamide